3-((2-(dimethylamino)ethyl-(methyl)amino)propyl)hexanoic acid CN(CCN(C)CCCC(CC(=O)O)CCC)C